C(C1CO1)C(C=1C(=C(C(=C(C1CC1CO1)CC1CO1)N)C)N)CC1CO1 tetraglycidyl-m-xylendiamine